(R)-3-(3-(6-(2-((1-(Ethyl-d5)-1H-pyrazol-4-yl)amino)pyrimidin-4-yl)pyridin-2-yl)isoxazol-5-yl)-3-hydroxy-1-methylpyrrolidin-2-one C(C([2H])([2H])[2H])(N1N=CC(=C1)NC1=NC=CC(=N1)C1=CC=CC(=N1)C1=NOC(=C1)[C@]1(C(N(CC1)C)=O)O)([2H])[2H]